C1(CC1)C[C@@H]1CNC(N1C)=O (R)-5-(cyclopropylmethyl)-1-methylimidazolidin-2-one